1-(2-(2,3-dichlorobenzyl)-2,8-diazaspiro[4.5]decane-8-carbonyl)-1H-pyrazole-3-carboxylic acid ClC1=C(CN2CC3(CC2)CCN(CC3)C(=O)N3N=C(C=C3)C(=O)O)C=CC=C1Cl